C(C)(C)(C)OC(=O)N1C2C(CC1C(=O)O)OCC2 4-(tert-Butoxycarbonyl)-hexahydrofuro[3,2-b]pyrrole-5-carboxylic acid